COC1=C2C(=NC=C1)N(C=C2)CC2=CC=C(C=C2)B(O)O 4-((4-Methoxypyrrolo[2,3-b]pyridin-1-yl)methyl)phenylboronic acid